BrC1=CC=C(CN2C=C([C@H]3[C@H](O)[C@H](O)[C@@H](CO)O3)C(NC2=O)=O)C=C1 1-(4-Bromobenzyl)pseudouridine